FC1(CC2(CN(C2)C2=CC(=C(C=N2)C2=NN(C(=N2)NC2=CC(=C(C=C2)C=2C(=NN(C2)C2OCCCC2)F)F)C)OC)C1)F 3-(6-(6,6-Difluoro-2-azaspiro[3.3]heptan-2-yl)-4-methoxypyridin-3-yl)-N-(3-fluoro-4-(3-fluoro-1-(tetrahydro-2H-pyran-2-yl)-1H-pyrazol-4-yl)phenyl)-1-methyl-1H-1,2,4-triazol-5-amine